5-(hydroxymethyl)-1-methyl-1H-pyrrole-3-carboxylic acid OCC1=CC(=CN1C)C(=O)O